Purinium [NH+]1=CN=C2N=CNC2=C1